FC1=C(C(=CC=C1C=1CNC(C1)CCC)O)N1CC(NS1(=O)=O)=O 5-(2-fluoro-6-hydroxy-3-(5-propyl-2,5-dihydro-1H-pyrrol-3-yl)phenyl)-1,2,5-thiadiazolidin-3-one 1,1-dioxide